9-bromo-5-chloroimidazo[2,1-a][2,6]naphthyridine BrC1=NC=C2C=C(N3C(C2=C1)=NC=C3)Cl